C(C\C=C/CCCCC)OC(CCCCC(=O)[O-])=O [(Z)-non-3-enyl]hexanedioate